CN1N=C2[C@@H](N(CCC2=C1C1=CC(=NN1C)C(F)(F)F)C(=O)C=1C(=NC2=CC(=CC=C2C1)F)C)C (S)-(2,7-Dimethyl-3-(1-methyl-3-(trifluoromethyl)-1H-pyrazol-5-yl)-2,4,5,7-tetrahydro-6H-pyrazolo[3,4-c]pyridin-6-yl)(7-fluoro-2-methylquinolin-3-yl)methanone